CC(C)(C)[S@@](=O)N[C@@H]1C2=C(N(N=C2)C)CC12CCNCC2 (R)-2-methyl-N-[(4S)-1-methyl-4,6-dihydro-1H-spiro[cyclopenta[c]pyrazol-5,4'-piperidin]-4-yl]propane-2-sulfinamide